CC=1N=C2N(N=C(C=C2)N)C1 2-methylimidazo[1,2-b]pyridazin-6-amine